C(C)OP1(=NP(=NP(=N1)(F)F)(F)F)OCC diethoxytetrafluorocyclotriphosphazene